(R)-3-cyclohexyl-4-(4-(4-(dimethoxymethyl)piperidin-1-yl)phenyl)-1-methylisochroman-7-ol C1(CCCCC1)C1O[C@@H](C2=CC(=CC=C2C1C1=CC=C(C=C1)N1CCC(CC1)C(OC)OC)O)C